C(C)(C)(C)C=1C=C(C=CC1)[C@H]1[C@@H]2CN(C[C@]12C)C(=O)C1CC2(C1)NC(OC2)=O (2s,4s)-2-((1r,5s,6r)-6-(3-(tert-butyl)phenyl)-1-methyl-3-azabicyclo[3.1.0]hexane-3-carbonyl)-7-oxa-5-azaspiro[3.4]octane-6-one